8-bromo-6-(methoxymethoxy)-1,2,3,4-tetrahydronaphthalen-1-ol BrC=1C=C(C=C2CCCC(C12)O)OCOC